2-(7-Bromo-2-methyl-1H-indol-3-ylmethylene)malononitrile BrC=1C=CC=C2C(=C(NC12)C)C=C(C#N)C#N